C(C)(=O)C(C(=O)OC(CO)O)C(C)=O 1,2-dihydroxyethyl diacetylacetate